5-(4-(2-hydroxypropyl)piperazin-1-yl)-2-methylbenzoic acid OC(CN1CCN(CC1)C=1C=CC(=C(C(=O)O)C1)C)C